5-methylbenzoic acid tert-butyl ester C(C)(C)(C)OC(C1=CC=CC(=C1)C)=O